4-cyano-3-(trifluoromethyl)phenyl-2-hydroxy-2-methylpropanamide C(#N)C1=C(C=C(C=C1)CC(C(=O)N)(C)O)C(F)(F)F